O1CCN(CC1)C=1C2=C(N=C(N1)NC1=CC=CC=C1)C=C(C=N2)CC=2C=NC=CC2 morpholino-N-phenyl-7-(pyridin-3-ylmethyl)pyrido[3,2-d]pyrimidin-2-amine